The molecule is a tripeptide composed of L-leucine, L-phenylalanine and L-asparagine joined in sequence by peptide linkages. It has a role as a metabolite. It derives from a L-leucine, a L-phenylalanine and a L-asparagine. CC(C)C[C@@H](C(=O)N[C@@H](CC1=CC=CC=C1)C(=O)N[C@@H](CC(=O)N)C(=O)O)N